2-methylheptane-1,2-dithiol CC(CS)(CCCCC)S